ClC=1C(=C(C(=CC1)F)[C@H](C(=O)O)C12CCC(CC1)(C2)F)F (R)-2-(3-chloro-2,6-difluorophenyl)-2-(4-fluorobicyclo[2.2.1]heptan-1-yl)acetic acid